2-Ethylheptan-1,2-diol C(C)C(CO)(CCCCC)O